3-[3-[[4-[4-(3,5-Dichlorophenyl)piperazin-1-yl]sulfonylphenyl]carbamoyl]-4-[methyl(methyl-sulfonyl)amino]phenyl]prop-2-ynoic acid ClC=1C=C(C=C(C1)Cl)N1CCN(CC1)S(=O)(=O)C1=CC=C(C=C1)NC(=O)C=1C=C(C=CC1N(S(=O)(=O)C)C)C#CC(=O)O